α-Aminocaprolactam NC1C(=O)NCCCC1